OC1(COCC1)CNC=1N=CC(=C2C=CN(C(C12)=O)C)C1=CC=C(C=C1)C(F)(F)F 8-(((3-hydroxytetrahydrofuran-3-yl)methyl)amino)-2-methyl-5-(4-(trifluoromethyl)phenyl)-2,7-naphthyridin-1(2H)-one